2-(5-(3-(1-(5-chloropyrimidin-2-yl)piperidin-4-yl)propoxy)-3-fluoropyridin-2-yl)-1-(4-((2S,3R,4R,5R)-2,3,4,5,6-pentahydroxyhexyl)piperazin-1-yl)ethan-1-one ClC=1C=NC(=NC1)N1CCC(CC1)CCCOC=1C=C(C(=NC1)CC(=O)N1CCN(CC1)C[C@@H]([C@H]([C@@H]([C@@H](CO)O)O)O)O)F